C(C)C(CO)(CC)OC1OCCCC1 2-ethyl-2-((tetrahydro-2H-pyran-2-yl)oxy)butan-1-ol